N-((S)-2-((S,Z)-3-((((9H-fluoren-9-yl)methoxy)carbonyl)(methyl)amino)-2-oxo-3,4,7,8-tetrahydroazocin-1(2H)-yl)-3-(4-vinylphenyl)propanoyl)-N-methylglycine C1=CC=CC=2C3=CC=CC=C3C(C12)COC(=O)N([C@@H]1C(N(CC\C=C/C1)[C@H](C(=O)N(CC(=O)O)C)CC1=CC=C(C=C1)C=C)=O)C